C(#N)C=1C=CC=C2CCNC12 7-cyano-indoline